C(C)(C)C1=C(C=CC=C1)C1=NC=C2N=C(N(C2=N1)CC1=CC=C(C=C1)C=1N(C=C(N1)C(F)(F)F)C)N 2-(2-isopropylphenyl)-9-(4-(1-methyl-4-(trifluoromethyl)-1H-imidazol-2-yl)benzyl)-9H-purin-8-amine